tert-butyl 2-(diethoxyphosphoryl)-3-(3-(1-(4-fluorophenyl)cyclopropyl)-1,2,4-oxadiazol-5-yl)propanoate C(C)OP(=O)(OCC)C(C(=O)OC(C)(C)C)CC1=NC(=NO1)C1(CC1)C1=CC=C(C=C1)F